6-chloro-N-((1r,4r)-4-methoxycyclohexyl)pyrazine-2-carboxamide ClC1=CN=CC(=N1)C(=O)NC1CCC(CC1)OC